(3S)-2-[6-[[2-(2,2,4-Trimethylpyrrolidin-1-yl)pyridin-3-carbonyl]sulfamoyl]-2-pyridyl]-3,4-dihydro-1H-isochinolin CC1(N(CC(C1)C)C1=NC=CC=C1C(=O)NS(=O)(=O)C1=CC=CC(=N1)N1CC2=CC=CC=C2CC1)C